C1(CC1)NC(=O)C=1C(=NNC1F)C(C1=CC=C(C(=C1)C)C)C(F)F N-cyclopropyl-3-(difluoromethyl-4,5-dimethylbenzyl)-5-fluoro-1H-pyrazole-4-carboxamide